C1(=CC=CC=C1)CC(=O)CC1=CC=CC=C1 1,3-Diphenylacetone